3-((1-methyl-9-(1-methyl-1H-pyrazol-4-yl)-6,7-dihydro-5H-benzo[c][1,2,3]triazolo[1,5-a]azepin-7-yl)amino)benzonitrile CC=1N=NN2C1C1=C(C(CC2)NC=2C=C(C#N)C=CC2)C=C(C=C1)C=1C=NN(C1)C